1,5,7-trimethyl-3-((1-(3-(trifluoromethoxy)phenyl)-3-azabicyclo[3.1.0]hex-3-yl)carbonyl)-1,5-dihydro-4H-pyrrolo[3,2-c]pyridin-4-one CN1C=C(C=2C(N(C=C(C21)C)C)=O)C(=O)N2CC1(CC1C2)C2=CC(=CC=C2)OC(F)(F)F